C(CCCCCCC\C=C/CCCC)[NH-] myristoleyl-amide